N-(3-(aminomethyl)-5-fluorophenyl)-1,3,4-Thiadiazole-2-amine NCC=1C=C(C=C(C1)F)NC=1SC=NN1